(S)-1-(4-((1-(5-(5-cyanopyridin-3-yl)-4,5-dihydro-1H-pyrazole-1-carbonyl)azetidin-3-yl)oxy)-5-fluoropyridin-2-yl)-N,3,5-trimethyl-1H-pyrazole-4-carboxamide C(#N)C=1C=C(C=NC1)[C@@H]1CC=NN1C(=O)N1CC(C1)OC1=CC(=NC=C1F)N1N=C(C(=C1C)C(=O)NC)C